CN1C=C(C=CC1=O)S(=O)(=O)Cl 1-methyl-6-oxo-1,6-dihydropyridine-3-sulfonyl chloride